C(CC)OC(\C=C/C(=O)OCCC)=O Maleic acid dipropyl ester